5-[4-[2-[2-[2-(2-Aminoethoxy)ethoxy]ethoxy]ethyl]piperazin-1-yl]-2-(2,6-dioxo-3-piperidyl)isoindoline-1,3-dione NCCOCCOCCOCCN1CCN(CC1)C=1C=C2C(N(C(C2=CC1)=O)C1C(NC(CC1)=O)=O)=O